3-(4-(2-(2-(2,3-Dihydro-4H-benzo[b][1,4]oxazin-4-yl)ethoxy)ethoxy)phenyl)-7-hydroxy-3,4-dihydro-2H-benzo[e][1,3]oxazin-2-one O1C2=C(N(CC1)CCOCCOC1=CC=C(C=C1)N1C(OC3=C(C1)C=CC(=C3)O)=O)C=CC=C2